ClC=1C2=C(N=CN1)NC=C2C=NO 4-chloro-7H-pyrrolo[2,3-d]pyrimidine-5-formaldehyde oxime